N[C@H](C)C1=CC=C2C=C(N(C2=C1)CC1=CC=CC2=CC=CC=C12)C(=O)NC1CCC(CC1)NC(OC(C)(C)C)=O tert-butyl ((1r,4r)-4-(6-(1-aminoethyl)-1-(naphthalen-1-ylmethyl)-1H-indole-2-carboxamido)cyclohexyl)carbamate